Cl[P-](Cl)(Cl)(Cl)(Cl)Cl.[K+] potassium hexachlorophosphate